N-(3-methoxy-4-((2-oxo-2,3-dihydro-1H-benzo[d]imidazol-1-yl)methyl)benzyl)acetamide COC=1C=C(CNC(C)=O)C=CC1CN1C(NC2=C1C=CC=C2)=O